CC1COC2=C(C1NC(C=C)=O)C=CC=C2 N-(3-methyl-3,4-dihydro-2H-1-benzopyran-4-yl)prop-2-enamide